2-chloro-4-(4-chloro-2-fluoro-phenyl)-7-methyl-pyrido[2,3-d]pyridazin-8-one ClC=1C=C(C2=C(C(N(N=C2)C)=O)N1)C1=C(C=C(C=C1)Cl)F